C(C)(C)(C)OC(N[C@H](C(=O)NC1=CC=C(C=C1)C(NS(=O)(=O)C1CC1)=O)C1=CC=CC=C1)=O (S)-(2-((4-((cyclopropylsulfonyl)carbamoyl)phenyl)amino)-2-oxo-1-phenylethyl)carbamic acid tert-butyl ester